(2-(trimethylsilyl)ethoxy)methyl-(S)-1H-indole C[Si](CCOCN1C=CC2=CC=CC=C12)(C)C